COC1=CC=C(C=C1)CNC=1NC(C2=C(N1)CNCC2)=O 2-{[(4-methoxyphenyl)methyl]amino}-5,6,7,8-tetrahydropyrido[3,4-d]pyrimidin-4(3H)-one